CC=1NC(C2=C(N1)C=NC(=N2)SC)=O 2-Methyl-6-(methylthio)pyrimido[5,4-d]pyrimidin-4(3H)-one